[(2S,3R,4R,E)-1,2-Dihydroxyoctadec-5-en-3,4-diyl]bis(trichloroacetamide) OC[C@H]([C@@H]([C@@H](\C=C\CCCCCCCCCCCC)C(C(=O)NCl)(Cl)Cl)C(C(=O)NCl)(Cl)Cl)O